(R)-(4-(4-chloropyrazolo[1,5-a]pyridin-2-yl)-6,7-dihydro-1H-imidazo[4,5-c]pyridin-5(4H)-yl)(1-methyl-3-(trifluoromethyl)-1H-1,2,4-triazol-5-yl)methanone ClC=1C=2N(C=CC1)N=C(C2)[C@@H]2N(CCC1=C2N=CN1)C(=O)C1=NC(=NN1C)C(F)(F)F